methylene-6-((5-isopropyl-1-allylimidazol-4-yl)methylene)piperazine-2,5-dione C=C1C(NC(C(N1)=O)=CC=1N=CN(C1C(C)C)CC=C)=O